N-(1-(tert-butyl)-1H-pyrazol-4-yl)-2-(3-methyl-4-((6-(methylsulfonyl)quinolin-4-yl)oxy)phenyl)acetamide C(C)(C)(C)N1N=CC(=C1)NC(CC1=CC(=C(C=C1)OC1=CC=NC2=CC=C(C=C12)S(=O)(=O)C)C)=O